2-Hydroxyisoquinoline-1,3(2H,4H)-Dione ON1C(C2=CC=CC=C2CC1=O)=O